NC1=C(C=CC=C1)N1C2=CC=CC=C2C=2C=CC=CC12 9-(2-aminophenyl)carbazole